ethyl 4-(6-(tetrahydro-2H-pyran-4-yl)pyrazolo[1,5-a]pyrazin-3-yl)benzoate O1CCC(CC1)C=1N=CC=2N(C1)N=CC2C2=CC=C(C(=O)OCC)C=C2